N(=[N+]=[N-])CC[C@@H](C(=O)OC)NC(CCCCCCCCCCCCCCC(=O)OC(C)(C)C)=O (S)-tert-butyl 16-((4-azido-1-methoxy-1-oxobutan-2-yl) amino)-16-oxohexadecanoate